N-((1R,2R,4S)-7-cyano-7-azabicyclo[2.2.1]heptan-2-yl)-1-(3-cyanophenyl)-1H-pyrazole-3-carboxamide C(#N)N1[C@H]2[C@@H](C[C@@H]1CC2)NC(=O)C2=NN(C=C2)C2=CC(=CC=C2)C#N